C1(=C(C=CC=C1)C1=CC(=NC2=CC=C(C=C12)C(=O)NC1CCN(CC1)C1COC1)\C=C\1/N(C2=CC=CC=C2C1=O)C(C)=O)C1=CC=CC=C1 (Z)-4-([1,1'-biphenyl]-2-yl)-2-((1-acetyl-3-oxoindolin-2-ylidene)methyl)-N-(1-(oxetan-3-yl)-piperidin-4-yl)-quinoline-6-carboxamide